((tert-butyldimethylsilyl)oxy)-3-(2,5-difluorophenyl)propanal [Si](C)(C)(C(C)(C)C)OC(C=O)CC1=C(C=CC(=C1)F)F